(S)-(2-Methylidenetetrahydro-1H-pyrrolizin-7a(5H)-yl)methanol C=C1C[C@@]2(CCCN2C1)CO